ClC1=C(C=CC=C1F)C(C)(C)NC(CC1N(CCC1)C)=O N-(2-(2-chloro-3-fluorophenyl)propan-2-yl)-2-(1-methyl-pyrrolidin-2-yl)acetamide